CC=1C=C(C=CC1C(F)(F)F)C1=CC=C(S1)CC=1C(=NC2=CC=CC=C2N1)C(=O)N ((5-(3-methyl-4-(trifluoromethyl)phenyl)thiophen-2-yl)methyl)quinoxaline-2-carboxamide